9-(4-((1-(3-Fluoropropyl)azetidin-3-yl)methyl)phenyl)-8-(3-(hydroxymethyl)cyclobutyl)-6,7-dihydro-5H-benzo[7]annulene-3-carboxylic acid FCCCN1CC(C1)CC1=CC=C(C=C1)C1=C(CCCC2=C1C=CC(=C2)C(=O)O)C2CC(C2)CO